FC1=CC=C2C=CC=C(C2=C1C#C[Si](C(C)C)(C(C)C)C(C)C)OB([O-])F.[K+] potassium (7-fluoro-8-((triisopropylsilyl)ethynyl)naphth-1-yl)fluoroboronate